SC(CCO)CCC 3-sulfanyl-hexane-1-ol